picolic acid N1=C(C=CC=C1)C(=O)O